4-((Boc)amino)-2-methyl-2-phenylbutyric acid C(=O)(OC(C)(C)C)NCCC(C(=O)O)(C1=CC=CC=C1)C